[NH2+]=C(O)N.OC1=CC=CC=2NN=NC21 Hydroxybenzotriazole Uronium Salt